1-(3-fluoro-4-pyridyl)ethanone FC=1C=NC=CC1C(C)=O